[C@H](C)(CC)[C@@H]1N(CC2=C(NC1=O)C=CC=C2)S(=O)(=O)CCOC (S)-3-((S)-sec-butyl)-4-((2-methoxyethyl)sulfonyl)-1,3,4,5-tetrahydro-2H-benzo[e][1,4]diazepin-2-one